4'-[[6-[[4-[[(1,1-dimethylethyl) amino] carbonyl] phenyl] amino]-1,3,5-triazin-2,4-diyl] diimino] dibenzoate C(C1=CC=CC=C1)(=O)ONC1=NC(=NC(=N1)NOC(C1=CC=CC=C1)=O)NC1=CC=C(C=C1)C(=O)NC(C)(C)C